3-(6-methoxy-2-methylpyridin-3-yl)-1-((1S,2R)-2-methylcyclohexyl)-7-(trifluoromethyl)-2,3-dihydroquinazolin-4(1H)-one COC1=CC=C(C(=N1)C)N1CN(C2=CC(=CC=C2C1=O)C(F)(F)F)[C@@H]1[C@@H](CCCC1)C